C(CCCCCCCCCCCCCCC)(=O)C=1C(=C(C(=O)P(C2=CC=CC=C2)(C2=CC=CC=C2)=O)C(=CC1C)C)C 3-palmitoyl-2,4,6-trimethylbenzoyl-diphenylphosphine oxide